2-{[4-(4-amino-2,6-difluorophenoxy)quinolin-7-yl]oxy}-2-methylpropan NC1=CC(=C(OC2=CC=NC3=CC(=CC=C23)OC(C)(C)C)C(=C1)F)F